m-(trifluoromethyl)-α-methylstyrene FC(C=1C=C(C(=C)C)C=CC1)(F)F